methylene bis-salicylate C(C=1C(O)=CC=CC1)(=O)OCOC(C=1C(O)=CC=CC1)=O